ClC1=NC(=NC(=N1)NC)NC(CCO)CNC1=C(C(=CC=C1)Cl)Cl 3-((4-chloro-6-(methylamino)-1,3,5-triazin-2-yl)amino)-4-((2,3-dichlorophenyl)amino)butan-1-ol